CC=1N=C2N(N=C(C(=C2C)C)N2CC=3C=C(C=NC3CC2)C=2C=NC=NC2)C(C1)=O 2,8,9-trimethyl-7-(3-(pyrimidin-5-yl)-7,8-dihydro-1,6-naphthyridin-6(5H)-yl)-4H-pyrimido[1,2-b]pyridazin-4-one